[6-(3-cyclopropyl-1,2,4-triazol-1-yl)-2-azaspiro[3.3]heptan-2-yl]-[2-(1-methylcyclopropyl)sulfonyl-2,6-diazaspiro[3.3]heptan-6-yl]methanone C1(CC1)C1=NN(C=N1)C1CC2(CN(C2)C(=O)N2CC3(CN(C3)S(=O)(=O)C3(CC3)C)C2)C1